[(2S)-2,8-dimethyl-2,3-dihydro-1,4-benzoxazin-4-yl]-[6-(3-isopropyl-1,2,4-triazol-1-yl)pyrimidin-4-yl]methanone C[C@@H]1OC2=C(N(C1)C(=O)C1=NC=NC(=C1)N1N=C(N=C1)C(C)C)C=CC=C2C